N-(3-((2-(dimethylamino)ethyl)sulfonamido)-4-hydroxyphenyl)-4'-(trifluoromethyl)-[1,1'-biphenyl]-4-carboxamide CN(CCS(=O)(=O)NC=1C=C(C=CC1O)NC(=O)C1=CC=C(C=C1)C1=CC=C(C=C1)C(F)(F)F)C